[Si](C)(C)(C(C)(C)C)C#CC1=NC=C(C(=N1)C)C1=C(C2=C(N=CN=C2N)N1C)C1=CC=C(C=C1)OC1=NC=CC(=N1)C 6-(2-((tert-butyldimethylsilyl)ethynyl)-4-methylpyrimidin-5-yl)-7-methyl-5-(4-((4-methylpyrimidin-2-yl)oxy)phenyl)-7H-pyrrolo[2,3-d]pyrimidin-4-amine